CC(C(C)C)N 1,2-dimethylpropyl-amine